ClC=1C=C(C=C(C1)Cl)C(C)(C)NC(C)=O N-(2-(3,5-dichlorophenyl)propane-2-yl)acetamide